5-[5-Chloro-4-fluoro-2-[(3S)-3-(morpholinomethyl)-3,4-dihydro-1H-isoquinoline-2-carbonyl]phenyl]-N-(4-hydroxyphenyl)-1,2-dimethyl-pyrrole-3-carboxamide ClC=1C(=CC(=C(C1)C1=CC(=C(N1C)C)C(=O)NC1=CC=C(C=C1)O)C(=O)N1CC2=CC=CC=C2C[C@H]1CN1CCOCC1)F